(1-{4-[3-(5-tert-butyl-isoxazol-3-yl)-ureido]-phenyl}-1H-benzimidazol-5-yloxy)-N-[2-(2,6-dioxopiperidin-3-yl)-1-oxo-2,3-dihydro-1H-isoindol-4-yl]-acetamide C(C)(C)(C)C1=CC(=NO1)NC(NC1=CC=C(C=C1)N1C=NC2=C1C=CC(=C2)OCC(=O)NC2=C1CN(C(C1=CC=C2)=O)C2C(NC(CC2)=O)=O)=O